CN(C(=O)C1NCCC1)C N,N-dimethyl-pyrrolidine-2-carboxamide